C(#N)C=1C=NN2C1C(=NC(=C2)C2=CC=C(C=C2)C2CCN(CC2)C(=O)OC(C)(C)C)C=2C=NC(=CC2)F tert-butyl 4-(4-(3-cyano-4-(6-fluoropyridin-3-yl)pyrazolo[1,5-a]pyrazin-6-yl)phenyl)piperidine-1-carboxylate